FC1=CC(=C(N)C=C1)S(=O)(=O)C 4-fluoro-2-(methyl-sulfonyl)aniline